FC1=CC=C(C=C1)NC(=O)NC1=CC2=C(SCC(N2C)=O)C=C1 1-(4-fluorophenyl)-3-(4-methyl-3-oxo-3,4-dihydro-2H-benzo[b][1,4]thiazin-6-yl)urea